N1=CC(=CC=C1)CNC(=O)NC1=CC=C(C=C1)S(=O)(=O)N1C[C@H](CCC1)C(F)(F)F 1-(pyridin-3-ylmethyl)-3-{4-[(3S)-3-(trifluoromethyl)piperidine-1-sulfonyl]phenyl}urea